C(C)(C)(C)OC(=O)N1CCN(CC1)C=1C=C2C(N(C(C2=CC1F)=O)[C@@H]1C(NC(CC1)=O)=O)=O (S)-4-(2-(2,6-dioxopiperidin-3-yl)-6-fluoro-1,3-dioxoisoindolin-5-yl)piperazine-1-carboxylic acid tert-butyl ester